N-hydroxybicyclo[2.2.2]oct-1-carboimidoyl chloride ON=C(C12CCC(CC1)CC2)Cl